N-(4-(3-amino-1-methyl-6-((7S,8aS)-3-oxooctahydroindolizin-7-yl)-1H-indazol-4-yl)phenyl)-4-ethoxy-1-(4-fluorophenyl)-2-oxo-1,2-dihydropyridine-3-carboxamide NC1=NN(C2=CC(=CC(=C12)C1=CC=C(C=C1)NC(=O)C=1C(N(C=CC1OCC)C1=CC=C(C=C1)F)=O)[C@H]1CCN2C(CC[C@H]2C1)=O)C